3,3-difluoroallyl acetate C(C)(=O)OCC=C(F)F